(R)-2-(benzyl(6-p-toluenesulfonyl-imidazo[4,5-d]pyrrolo[2,3-b]pyridine-1(6H)-yl)amino)butan-1-ol C(C1=CC=CC=C1)N([C@@H](CO)CC)N1C=NC=2C1=C1C(=NC2)N(C=C1)S(=O)(=O)C1=CC=C(C)C=C1